2-((2-((4-(4-(2-(2,6-dioxopiperidin-3-yl)benzyl)piperazin-1-yl)-2-methoxyphenyl)amino)-5-(trifluoromethyl)pyridin-4-yl)amino)-N-methylbenzamide O=C1NC(CCC1C1=C(CN2CCN(CC2)C2=CC(=C(C=C2)NC2=NC=C(C(=C2)NC2=C(C(=O)NC)C=CC=C2)C(F)(F)F)OC)C=CC=C1)=O